C(=O)([O-])C1N(CCC1)[N+](=N[O-])[O-].[Na+].[Na+] disodium 1-[(2-carboxylato)pyrrolidin-1-yl]diazen-1-ium-1,2-diolate